FC=1C(NC(N(C1)C=1C=NN2C1C=C(C=C2)CN2C[C@@H](N(CC2)CC(C)C)C)=O)=O (S)-5-fluoro-1-(5-((4-isobutyl-3-methylpiperazin-1-yl)methyl)pyrazolo[1,5-a]pyridin-3-yl)pyrimidine-2,4(1H,3H)-dione